N,N-dimethyl-2-((1-methyl-2-phenyl-7,7-bis(trifluoromethyl)bicyclo[2.2.1]heptan-2-yl)oxy)ethan-1-amine CN(CCOC1(C2(CCC(C1)C2(C(F)(F)F)C(F)(F)F)C)C2=CC=CC=C2)C